FC=1C=C(C=CC1F)C=1C=C2C=CN(C2=C(C1)C(=O)N[C@@H](C)C1=CC=C(C(=O)O)C=C1)CC1=CC2=CC=CC=C2C=C1 (S)-4-(1-(5-(3,4-difluorophenyl)-1-(naphthalen-2-ylmethyl)-1H-indole-7-carboxamido)ethyl)benzoic acid